FC1=C(C(=CC(=C1)F)OCCOC)C=1C2=C(C(=NC1C1=NN3C(CN[C@@H](C3)C)=C1)N1C(C=CC=C1)=O)C=CS2 1-(7-(2,4-difluoro-6-(2-methoxyethoxy)phenyl)-6-((R)-6-methyl-4,5,6,7-tetrahydropyrazolo[1,5-a]pyrazin-2-yl)thieno[3,2-c]pyridin-4-yl)pyridin-2(1H)-one